22-((2,5-dioxopyrrolidin-1-yl)oxy)-22-oxodocosane-1,11,11-tricarboxylic acid O=C1N(C(CC1)=O)OC(CCCCCCCCCCC(CCCCCCCCCCC(=O)O)(C(=O)O)C(=O)O)=O